OC(CN1N=C(C=C1)C=1C=CC(=C(C1)O)OC)CN1CCOCC1 5-(1-(2-hydroxy-3-morpholinopropyl)-1H-pyrazol-3-yl)-2-methoxyphenol